COC(C1=C(N=C(C=C1)C1=CC=C(C=C1)OC)C)=O 6-(4-methoxy-phenyl)-2-methyl-nicotinic acid methyl ester